3-((1S,3R)-3-aminocyclopentyl)isoxazol-5-amine trifluoroacetate FC(C(=O)O)(F)F.N[C@H]1C[C@H](CC1)C1=NOC(=C1)N